tert-butyl (S)-(1-hydroxy-3-phenylpropan-2-yl)carbamate OC[C@H](CC1=CC=CC=C1)NC(OC(C)(C)C)=O